C(C)(C)(C)OC(=O)N1CCC(CC1)C=1C=NC(=CC1)CO 4-(6-(hydroxymethyl)pyridin-3-yl)piperidine-1-carboxylic acid tert-butyl ester